2-chloro-5-[1-[5-chloro-1-methyl-4-[1,2,2,2-tetrafluoro-1-(trifluoromethyl)ethyl]pyrrol-2-yl]pyrazol-4-yl]-N-(1-cyanocyclopropyl)benzamide ClC1=C(C(=O)NC2(CC2)C#N)C=C(C=C1)C=1C=NN(C1)C=1N(C(=C(C1)C(C(F)(F)F)(C(F)(F)F)F)Cl)C